4-((1-phenylethyl)amino)-2-((3-hydroxy-2,3,4,5-tetrahydro-benzo[b][1,4]oxazepin-7-yl)amino)pyrimidine-5-carboxamide C1(=CC=CC=C1)C(C)NC1=NC(=NC=C1C(=O)N)NC1=CC2=C(OCC(CN2)O)C=C1